N-(1-(2,5-difluorophenyl)ethyl)-N-methyl-3-(1-(tetrahydro-2H-pyran-4-yl)-1H-pyrazol-4-yl)pyrazolo[1,5-a]pyrimidin-5-amine FC1=C(C=C(C=C1)F)C(C)N(C1=NC=2N(C=C1)N=CC2C=2C=NN(C2)C2CCOCC2)C